N-(5-(1-methylpiperidin-4-yl)pyridin-2-yl)pyrimidin-2-amine CN1CCC(CC1)C=1C=CC(=NC1)NC1=NC=CC=N1